C(C)(C)(C)OC(=O)N1C(=CC2=CC=CC=C12)C=CC(=O)O 3-(1-(tert-butoxycarbonyl)-1H-indol-2-yl)acrylic acid